tert-butyl (2R,3S,4S)-3-(acetyloxy)-2-[(4-acetylphenyl)methyl]-4-[(tert-butoxycarbonyl)oxy]pyrrolidine-1-carboxylate C(C)(=O)O[C@H]1[C@H](N(C[C@@H]1OC(=O)OC(C)(C)C)C(=O)OC(C)(C)C)CC1=CC=C(C=C1)C(C)=O